FC(C(=O)O)(F)F.FC(C(=O)O)(F)F.CN1CCN(CC1)CCNCC1=NC2=C(C=CC=C2C=C1)NS(=O)(=O)C1=CC=C(C=C1)C(F)(F)F N-(2-(((2-(4-Methylpiperazin-1-yl)ethyl)amino)methyl)quinolin-8-yl)-4-(trifluoromethyl)benzenesulfonamide di-trifluoroacetate